FC=1C=C(C(=O)O)C=CC1NC(C(C1=CC=2C(CCC(C2C=C1)(C)C)(C)C)O)=O 3-Fluoro-4-[2-hydroxy-2-(5,5,8,8-tetramethyl-5,6,7,8-tetrahydro-naphthalen-2-yl)-acetyl-amino]-benzoic acid